(S)-2-ethoxy-3-(4-(2-(2-methyl-5-(4-(methylthio)phenyl)-1H-pyrrol-1-yl)ethoxy)phenyl)propanoic acid sodium salt [Na+].C(C)O[C@H](C(=O)[O-])CC1=CC=C(C=C1)OCCN1C(=CC=C1C1=CC=C(C=C1)SC)C